CN1C=CC2=C(C=CC=C12)N1/C(/SCC1=O)=N/C(=O)NC1=C(C=C(C=C1)C1=NN(C=N1)C1=CC=C(C=C1)OC(C(F)(F)F)(F)F)C (Z)-1-(3-(1-Methyl-1H-indol-4-yl)-4-oxothiazolidin-2-ylidene)-3-(2-methyl-4-(1-(4-(perfluoroethoxy)phenyl)-1H-1,2,4-triazol-3-yl)phenyl)urea